3-(1-(2,6-dioxopiperidin-3-yl)-3-methyl-1H-indazol-4-yl)acrylic acid O=C1NC(CCC1N1N=C(C2=C(C=CC=C12)C=CC(=O)O)C)=O